methyl-2-(pyridin-4-yl)pyrido[3,4-d]pyrimidin-4-amine CC1=CN=CC=2N=C(N=C(C21)N)C2=CC=NC=C2